4-[(4-amino-1H-pyrazol-1-yl)methyl]Piperidine-1-carboxylic acid tert-butyl ester C(C)(C)(C)OC(=O)N1CCC(CC1)CN1N=CC(=C1)N